O=C1NC(=NC2=CC=CC=C12)N1CCN(CC1)C(=O)C1=CC=C(C=C1)C=1C=C(C=CC1)CC#N 2-[3-[4-[4-(4-Oxo-3H-quinazolin-2-yl)piperazine-1-carbonyl]phenyl]phenyl]acetonitrile